3-(3-fluoro-4-methylphenyl)-N-(2-methoxy-5-(trifluoromethyl)pyridin-3-yl)-3-(1,2,4-thiadiazol-5-yl)pyrrolidine-1-carboxamide FC=1C=C(C=CC1C)C1(CN(CC1)C(=O)NC=1C(=NC=C(C1)C(F)(F)F)OC)C1=NC=NS1